C(C)(C)(C)OC(NC=1SC2=C(N1)C=C(C=C2)C(=O)N2CC1(CC2)C(NC(CC1)=O)=O)=O (5-(6,8-Dioxo-2,7-diazaspiro[4.5]decane-2-carbonyl)benzo[d]thiazol-2-yl)carbamic acid tert-butyl ester